tert-butyl (5-(chloromethyl)pyridazin-3-yl)carbamate ClCC=1C=C(N=NC1)NC(OC(C)(C)C)=O